O=C1[C@@H]2N(C3=C(N1)C=C(C=N3)C(F)(F)F)CCN(C2)C(=O)OC(C)(C)C tert-butyl (R)-6-oxo-3-(Trifluoromethyl)-5,6,6a,7,9,10-hexahydro-8H-pyrazino[1,2-a]pyrido[3,2-e]pyrazine-8-carboxylate